1-(bicyclo[1.1.1]pentan-1-yl)-4-(isoxazol-3-ylmethyl)-1,4-dihydropyrazine-2,3-dione C12(CC(C1)C2)N2C(C(N(C=C2)CC2=NOC=C2)=O)=O